4-(2-((1R,5S)-3-(3,10-dibromo-8-chloro-6,11-dihydro-5H-benzo[5,6]cyclohepta[1,2-b]pyridin-11-yl)-8-azabicyclo[3.2.1]oct-8-yl)-2-oxoethyl)piperidine-1-carboxamide BrC=1C=C2C(=NC1)C(C1=C(CC2)C=C(C=C1Br)Cl)C1C[C@H]2CC[C@@H](C1)N2C(CC2CCN(CC2)C(=O)N)=O